CC1(OCCN(C1)C1=C(C(=O)O)C=CC=N1)C 2-(2,2-dimethylmorpholino)nicotinic acid